C(CNC1=C(C(=C(C(=O)OC)C=C1)OC)[N+](=O)[O-])NC1=C(C(=C(C(=O)OC)C=C1)OC)[N+](=O)[O-] Dimethyl 4,4'-(ethane-1,2-diylbis(azanediyl))bis(2-methoxy-3-nitrobenzoate)